4-(trimethoxysilyl)styrene CO[Si](C1=CC=C(C=C)C=C1)(OC)OC